N-(4-((7-(2-(dimethylamino)ethoxy)-5-ethoxyquinazolin-4-yl)amino)phenyl)-2-(4-isopropyl-1H-1,2,3-triazol-1-yl)acetamide CN(CCOC1=CC(=C2C(=NC=NC2=C1)NC1=CC=C(C=C1)NC(CN1N=NC(=C1)C(C)C)=O)OCC)C